FCCCN1CC(CC1)CC1=CC=C(C=C1)C1=C(CCCC2=C1C=CC(=C2)C(=O)O)C2=C(C(=CC=C2)C)C(F)(F)F 9-(4-((1-(3-fluoropropyl)pyrrolidin-3-yl)methyl)phenyl)-8-(3-methyl-2-(trifluoromethyl)phenyl)-6,7-dihydro-5H-benzo[7]annulene-3-carboxylic acid